OC=1NC2=CC=CC=C2C1N=NC(=S)NCCC 1-[(2-hydroxy-1H-indol-3-yl)imino]-3-propylthiourea